C(CC)OC1=CC=C(C[C@@H]2N(C(OC2)=O)C2=CC3=C(NC=N3)C=C2)C=C1 (S)-4-(4-propoxybenzyl)-3-(1H-benzo[d]imidazol-5-yl)oxazolidin-2-one